{3-[(2R)-1-{[(S)-[(3R)-7-fluoro-1,2,3,4-tetrahydro-1,5-naphthyridin-3-yl](phenyl)methyl]amino}propan-2-yl]phenyl}acetic acid FC1=CN=C2C[C@H](CNC2=C1)[C@@H](C1=CC=CC=C1)NC[C@H](C)C=1C=C(C=CC1)CC(=O)O